C(C=C)(=O)N1[C@H](CN(CC1)C=1C2=C(N=C(N1)OC[C@H]1N(CCC1)C)N=C(C=C2)C2=CC=CC=1CCCCC21)CC#N 2-((S)-1-acryloyl-4-(2-(((S)-1-methylpyrrolidin-2-yl)methoxy)-7-(5,6,7,8-tetrahydronaphthalen-1-yl)pyridino[2,3-d]pyrimidin-4-yl)piperazin-2-yl)acetonitrile